C1(=CC=CC=C1)OP(=O)(OC1=CC=CC=C1)OC1=CC=CC=C1 TRIPHENYL-PHOSPHATE